CC1=C(C=CC=C1)C=1C(=CC=CC1)C1=CC=CC=C1 methyl-o-terphenyl